1-Methyl-N-(thiazol-2-yl)piperidine-4-carboxamide CN1CCC(CC1)C(=O)NC=1SC=CN1